C(C=C)[Pd-2](Cl)(Cl)CC=C bis(allyl)-dichloropalladium (II)